1-methyl-3-(propan-2-enyl)indol-2-one CN1C(C(C2=CC=CC=C12)CC=C)=O